NC(CCC1CC1)(C1=NC=CC=C1)C=1C=CC(=C(C1)NC(=O)[C@@H]1NCC(C1)(O)CC)F (2R)-N-(5-(1-amino-3-cyclopropyl-1-(pyridin-2-yl)propyl)-2-fluorophenyl)-4-ethyl-4-hydroxypyrrolidine-2-carboxamide